tert-Butyl 4-(4,6-dichloropyrimidine-5-carbonyl)piperidine-1-carboxylate ClC1=NC=NC(=C1C(=O)C1CCN(CC1)C(=O)OC(C)(C)C)Cl